tert-butyl 3-(6,8-difluoro-2-((1-(morpholinomethyl)cyclopropyl)methoxy)quinazolin-4-yl)-3,8-diazabicyclo[3.2.1]octane-8-carboxylate FC=1C=C2C(=NC(=NC2=C(C1)F)OCC1(CC1)CN1CCOCC1)N1CC2CCC(C1)N2C(=O)OC(C)(C)C